ClC1=C(C(=O)NC=2C=CC=3N(C2)C(=NN3)SC)C(=CC=C1)Cl 2,6-dichloro-N-(3-(methylthio)-[1,2,4]triazolo[4,3-a]pyridin-6-yl)benzamide